[N+]([2H])([2H])([2H])[2H] ammonium-d4